O1COC2=C1C=CC(=C2)C2=NC(=C1C(=N2)N(N=C1)C1CCC(CC1)(C)C)NC(=O)C=1SC(=CC1)[N+](=O)[O-] N-(6-(benzo[d][1,3]dioxol-5-yl)-1-(4,4-dimethylcyclohexyl)-1H-pyrazolo[3,4-d]pyrimidin-4-yl)-5-nitrothiophene-2-carboxamide